(1S)-1-[2-[3-(difluoromethyl)-5-methyl-pyrazol-1-yl]-6-[5-[(6-methylpyridazin-3-yl)amino]benzimidazol-1-yl]-3-pyridinyl]ethanol FC(C1=NN(C(=C1)C)C1=NC(=CC=C1[C@H](C)O)N1C=NC2=C1C=CC(=C2)NC=2N=NC(=CC2)C)F